CC(C)(C)OC(=O)N1CC(CCC1)C1=CC=C(N=N1)C(=O)OC methyl 6-(1-{[(2-methylprop-2-yl)oxy]carbonyl}hexahydropyridin-3-yl)-1,2-diazine-3-carboxylate